[N+](=O)(O[C@@H]1[C@@H]2[C@H](OC1)[C@@H](CO2)NCCCNC(CO)=O)[O-] (3S,3aS,6R,6aR)-6-((3-(2-hydroxyacetamido)propyl)amino)hexahydrofuro[3,2-b]furan-3-yl nitrate